ClC(C#N)(O)C(C#N)=CC1=CC=CC=C1 chlorobenzylidenemalonitrile